1-methylethyl 3-[3-(2-methoxy-3-pyridinyl) pyrazolo[1,5-a]pyrimidin-5-yl]-2-oxo-1-imidazolidinecarboxylate COC1=NC=CC=C1C=1C=NN2C1N=C(C=C2)N2C(N(CC2)C(=O)OC(C)C)=O